tert-butyl N-[(1S)-1-(dicyclopropylmethyl)-2-[4-(3,5-dimethylimidazol-4-yl)-3-hydroxy-anilino]-2-oxo-ethyl]carbamate C1(CC1)C([C@@H](C(=O)NC1=CC(=C(C=C1)C=1N(C=NC1C)C)O)NC(OC(C)(C)C)=O)C1CC1